(R)-benzyl 2-(((benzyloxy)carbonyl)amino)-3-(3-fluoro-5-(1-isopropyl-1H-1,2,3-triazol-5-yl)benzamido)propanoate C(C1=CC=CC=C1)OC(=O)N[C@@H](C(=O)OCC1=CC=CC=C1)CNC(C1=CC(=CC(=C1)C1=CN=NN1C(C)C)F)=O